C1(CCCC1)OC1=C(C(C(=CC=C1)F)=O)O 3-(cyclopentyloxy)-7-fluoro-2-hydroxycyclohepta-2,4,6-trien-1-one